C(C1=CC=CC=C1)C1C(NC(NC1=O)=O)=O 5-benzylbarbiturate